C(C)(=O)[C@](C(=O)N)(O)[C@@](O)([C@H](O)[C@H](O)C(=O)O)C(C)=O 2,3-diacetyl-amino-mannuronic acid